1-(4-fluorophenyl)-4-methoxy-2-keto-1,2-dihydropyridine-3-carboxylic acid methyl ester COC(=O)C=1C(N(C=CC1OC)C1=CC=C(C=C1)F)=O